NC=1C=C(NC2=C3N=CN(C3=NC(=N2)NC(CO)C(C)C)C(C)C)C=C(C1)Cl 2-[[6-(3-Amino-5-chloroanilino)-9-propan-2-ylpurin-2-yl]amino]-3-methylbutan-1-ol